N,N,N',N'-tetrakis(4-methoxyphenyl)-1,1'-biphenyl-4,4'-diamine COC1=CC=C(C=C1)N(C1=CC=C(C=C1)C1=CC=C(C=C1)N(C1=CC=C(C=C1)OC)C1=CC=C(C=C1)OC)C1=CC=C(C=C1)OC